C(CCC)C1NS(C2=C(N(C1)C1=CC=CC=C1)C=C(C(=C2)O/C=C/C(=O)O)SCC)(=O)=O racemic-(E)-3-((3-butyl-7-(ethylthio)-1,1-dioxido-5-phenyl-2,3,4,5-tetrahydro-1,2,5-benzothiadiazepin-8-yl)oxy)acrylic acid